4-((3S,5R)-5-(hydroxymethyl)-5-methylpyrrolidin-3-yl)-3-oxo-3,4-dihydro-2H-benzo[b][1,4]oxazine-7-carbonitrile, formic acid salt C(=O)O.OC[C@]1(C[C@@H](CN1)N1C2=C(OCC1=O)C=C(C=C2)C#N)C